C(C)(C)NS(=O)(=O)CCN1C2=NC=NC(=C2N=C1SC1=CC2=C(CCO2)C=C1I)N 2-[6-Amino-8-(5-iodo-2,3-dihydro-benzofuran-6-ylsulfanyl)-purin-9-yl]-ethanesulfonic acid isopropylamide